C(C(C)C)OC(=O)C(CCC(=O)O)(CC)C1=NC(=CN=C1)NC1=CC=C(C=C1)C 4-(isobutoxycarbonyl)-4-(6-(p-tolylamino)pyrazin-2-yl)hexanoic acid